2,5-dimethylhex-3-yne CC(C)C#CC(C)C